ClC1=NC2=CN=C(C=C2C(=C1C#N)N1CCC(CC1)(C)OC)C1CC1 2-chloro-6-cyclopropyl-4-(4-methoxy-4-methylpiperidin-1-yl)-1,7-naphthyridine-3-carbonitrile